O\N=C(/N)\C1=CC=C2C(=CN(C2=C1)COCC[Si](C)(C)C)C1=NC(=NC=C1C(F)(F)F)N[C@@H]1CN(CCC1)C(=O)OC(C)(C)C Tert-butyl (3S)-3-[[4-[6-[(Z)-N'-hydroxycarbamimidoyl]-1-(2-trimethylsilylethoxymethyl)indol-3-yl]-5-(trifluoromethyl)pyrimidin-2-yl]amino]piperidine-1-carboxylate